N[C@@H]1[C@H](C[C@@H](CC1)NC1=NC(=NC=C1C(F)(F)F)NC=1C=C2C=CN(C(C2=CC1)=O)C)F 6-((4-(((1R,3S,4S)-4-amino-3-fluorocyclohexyl)amino)-5-trifluoromethylpyrimidin-2-yl)amino)-2-methylisoquinolin-1(2H)-one